Ethyl 3-(4-amino-5-chloro-6-(((8aR,10S)-5-methyl-13-oxo-3,4,8a,9,10,11-hexahydro-2H,8H,13H-chromeno[8,7-f]pyrrolo[2,1-c][1,4]oxazepin-10-yl)oxy)pyridin-3-yl)propanoate NC1=C(C=NC(=C1Cl)O[C@H]1C[C@@H]2COC=3C(C(N2C1)=O)=C1OCCCC1=C(C3)C)CCC(=O)OCC